C(#N)C=1C=CC(=NC1)N1C[C@H]2N(CC1)C([C@H](C2)CNC(OC(C)(C)C)=O)=O tert-butyl (((7R,8aS)-2-(5-cyanopyridin-2-yl)-6-oxooctahydropyrrolo[1,2-a]pyrazin-7-yl)methyl)carbamate